2-(3-(3,3-difluoro-1-(fluoro(4-methyl-4H-1,2,4-triazol-3-yl)methyl)cyclobutyl)phenyl)-6-((3-hydroxy-3-methylazetidin-1-yl)methyl)-4-(trifluoromethyl)isoindolin-1-one FC1(CC(C1)(C(C1=NN=CN1C)F)C=1C=C(C=CC1)N1C(C2=CC(=CC(=C2C1)C(F)(F)F)CN1CC(C1)(C)O)=O)F